COC(CC1=NNC=C1)CC 3-(2-methoxybutyl)-1H-pyrazol